OC1=CC(NC=C1)=O 4-hydroxylpyridone